C1(=CC=CC=C1)N1SCCC1=O 2-phenylisothiazoline-3-one